(4-((5-amino-7-fluoroimidazo-[1,2-c]quinazolin-2-yl)methyl)piperidin-1-yl)(pyridin-3-yl)-methanone NC1=NC=2C(=CC=CC2C=2N1C=C(N2)CC2CCN(CC2)C(=O)C=2C=NC=CC2)F